C(#N)C=1C(=C(C=CC1)C(C)CC(C)(S(=O)N)C)C(F)(F)F (1-(3-cyano-2-(trifluoromethyl)phenyl)ethyl)-2-methylpropane-2-sulfinamide